isobutyric acid (S,Z)-(2-((4-amino-2-oxopyrimidin-1(2H)-yl) methylene)-1-(hydroxymethyl) cyclopropyl)Methyl ester NC1=NC(N(C=C1)\C=C\1/[C@@](C1)(CO)COC(C(C)C)=O)=O